(R)-(1-((3-amino-4-methoxybenzyl)(methyl)amino)propan-2-yl)carbamic acid tert-butyl ester C(C)(C)(C)OC(N[C@@H](CN(C)CC1=CC(=C(C=C1)OC)N)C)=O